N[C@@H]1[C@@H](OCC12CCN(CC2)C=2C(=NC(=CN2)C=2C=CC=C1C=CNC21)CO)C {3-[(3S,4S)-4-amino-3-methyl-2-oxa-8-azaspiro[4.5]decan-8-yl]-6-(1H-indol-7-yl)pyrazin-2-yl}methanol